OCCCCN1CC(NC(C1)CCCCCC(=O)OC(CCCCCCCCC)CCCCCCCCC)C(CCCC(=O)OC(CCCCCCCCC)CCCCCCCCC)C di(nonadecan-10-yl) δ,6'-(4-(4-hydroxybutyl)piperazine-2,6-diyl)dihexanoate